8-(1-acetylpiperidin-4-yl)-4-fluoro-3-(2,2,2-trifluoroethyl)-2-(trifluoromethyl)chromeno[7,8-d]imidazol-6(3H)-one C(C)(=O)N1CCC(CC1)C=1OC2=C(C(C1)=O)C=C(C=1N(C(=NC12)C(F)(F)F)CC(F)(F)F)F